2-(3-(6-methoxy-2-methylpyridin-3-yl)-7,8-dihydro-1,6-naphthyridin-6(5H)-yl)-3-methyl-6,7-dihydro-5H-pyrrolo[3,4-b]pyridin-5-one COC1=CC=C(C(=N1)C)C=1C=NC=2CCN(CC2C1)C1=C(C=C2C(=N1)CNC2=O)C